E-Adipyl-CoA C(CCCCC(=O)O)(=O)SCCNC(CCNC([C@@H](C(COP(OP(OC[C@@H]1[C@H]([C@H]([C@@H](O1)N1C=NC=2C(N)=NC=NC12)O)OP(=O)(O)O)(=O)O)(=O)O)(C)C)O)=O)=O